3-(1-isopropylpyrazol-3-yl)-4-(4-methoxy-4-methyl-piperidine-1-carbonyl)benzonitrile C(C)(C)N1N=C(C=C1)C=1C=C(C#N)C=CC1C(=O)N1CCC(CC1)(C)OC